N-(4-(5-(4-methoxyphenyl)isoxazol-3-yl)phenyl)-4-methylbenzamide COC1=CC=C(C=C1)C1=CC(=NO1)C1=CC=C(C=C1)NC(C1=CC=C(C=C1)C)=O